N1=C2C(=CC=C1)C(CC2)=O 6,7-dihydrocyclopenta[b]pyridin-5-one